3-bromo-1-(4-methoxybenzyl)-4,6-dimethylquinolin-2(1H)-one BrC=1C(N(C2=CC=C(C=C2C1C)C)CC1=CC=C(C=C1)OC)=O